(2-(benzyloxy)-4,6-dihydroxyphenyl)(3,4-dihydroisoquinolin-2(1H)-yl)methanone C(C1=CC=CC=C1)OC1=C(C(=CC(=C1)O)O)C(=O)N1CC2=CC=CC=C2CC1